ONC(CCCCCCN1C(N(\C(\C1=O)=C/C1=C(C=C(C=C1)Br)OC)C)=O)=O (Z)-N-hydroxy-7-(4-(4-bromo-2-methoxybenzylidene)-3-methyl-2,5-dioxoimidazolidin-1-yl)heptanamide